β-lactose monohydrate O.O[C@H]1[C@H](O)[C@@H](O)[C@H](O[C@H]2[C@H](O)[C@@H](O)[C@@H](O)[C@H](O2)CO)[C@H](O1)CO